[Na+].[Na+].P([O-])(=O)(OP(=O)([O-])O)OC[C@@H]1[C@H]([C@H]([C@@H](O1)N1C=NC=2C(N)=NC=NC12)O)O adenosine 5'-diphosphate disodium salt